C(CCC)OC1=NC=2N(C(=N1)N)N=CC2CC2=CC=C(C=C2)CN2CCCC2 C2-butoxy-8-(4-(pyrrolidin-1-ylmethyl)benzyl)pyrazolo[1,5-a][1,3,5]triazin-4-amine